4-bromo-5-(4-trifluoromethyl-phenyl)-1-phenyl-1H-pyrazole BrC=1C=NN(C1C1=CC=C(C=C1)C(F)(F)F)C1=CC=CC=C1